NC1=C(C=C(C=C1)C1=CC=C(C=C1)C)NC(C1=CC=C(C=C1)S(=O)(=O)C)=O N-[2-amino-5-(p-tolyl)phenyl]-4-(methylsulfonyl)benzamide